C1=CC=C2C(=C1)C(C3=CC=CC=C32)COC(=O)N[C@@H](CCCCN)C(=O)O.Cl N-α-(9-fluorenylmethoxycarbonyl)-L-lysine hydrochloride